COC1=CC=C(C=C1)C=CC(=O)O 3-(p-methoxyphenyl)acrylic acid